D-ethionine N[C@H](CCSCC)C(=O)O